C(#N)C1=CC=C(CNC(=O)C2=NN(C=3C(N(CCC32)CC3(CC3)S(=O)[O-])=O)C)C=C1.[Na+] sodium 1-((3-((4-cyanobenzyl)carbamoyl)-1-methyl-7-oxo-4,5-dihydro-1H-pyrazolo[3,4-c]pyridin-6(7H)-yl)methyl)cyclopropane-1-sulfinate